ClC1=CC(=C(N=N1)C=1C(=NC(=NC1)OC)OC)N1C[C@H](CC1)F (S)-6-chloro-3-(2,4-dimethoxypyrimidin-5-yl)-4-(3-fluoropyrrolidin-1-yl)pyridazine